C(C)OC=1C=C(C=CC1OCC)N(S(=O)(=O)C1=CC=CC=C1)S(=O)(=O)C1=CC=CC=C1 N-(3,4-diethoxyphenyl)-N-(phenylsulfonyl)benzenesulfonamide